C(C)C(C(=O)OCCOC(C(CCCC)CC)=O)CCCC ethylene glycol di(2-ethylhexanoate)